FC=1C=C(N2N=C(N=CC21)N[C@H]2[C@@H](COCC2)O)C2=C(C(=C(C=C2F)C(C)C)F)F (3S,4R)-4-((5-fluoro-7-(2,3,6-trifluoro-4-isopropylphenyl)pyrrolo[2,1-f][1,2,4]triazin-2-yl)amino)tetrahydro-2H-pyran-3-ol